trans-4-((4-(2-Cyclopropyloxazol-4-yl) pyridine-2-yl)((trans-4-(5-methoxy-6-methylpyridin-2-yl)cyclohexyl)methyl) carbamoyl)cyclohexyl 3-propoxyazetidine-1-carboxylate C(CC)OC1CN(C1)C(=O)O[C@@H]1CC[C@H](CC1)C(N(C[C@@H]1CC[C@H](CC1)C1=NC(=C(C=C1)OC)C)C1=NC=CC(=C1)C=1N=C(OC1)C1CC1)=O